thietanol C1CSC1O